C(C)C=1N=C(N(C1C(=O)[O-])C[C@H]1OCC1)C=O (S)-4-ethyl-2-formyl-1-(oxetan-2-ylmethyl)-1H-imidazole-5-carboxylate